C(CCCCCCCCCCCCCCCCCCCCCCCCCCCCCCCCCCCCCCCCCCCCCCCCC(=O)[O-])(=O)[O-] hexamethylenebisbehenate